CC=1C(=C(C=CC1)OC(NC1=CC=CC=C1)=O)C N-phenyl-carbamic acid (dimethylphenyl) ester